C1(=CC=CC=C1)C1=C(C(=NN=N1)C1=C(C=CC=2OC3=C(C21)C=CC=C3)C3=CC=CC=C3)C3=NC2=C(C(=C3C)C)C=3C=CC=CC3C2 phenyl(dimethylindenopyridineyl)(phenyldibenzofuranyl)triazine